ethyl-3-nitro-1H-pyrazol-5-carboxylate C(C)OC(=O)C1=CC(=NN1)[N+](=O)[O-]